NC1CCC(CC1)N[C@H]1[C@@H](C1)C=1C=CC(=NC1)NC1=C(C#N)C=CC=C1 (5-((trans)-2-((4-aminocyclohexyl)amino)cyclopropyl)pyridin-2-yl)aminobenzonitrile